1-(3-nitrophenylmethyleneamino)piperazine-2,5-dione [N+](=O)([O-])C=1C=C(C=CC1)C=NN1C(CNC(C1)=O)=O